4-(1,2,3,4-tetrahydroisoquinolin-5-yl)-3,6-dihydropyridine-1(2H)-carboxylic acid tert-butyl ester C(C)(C)(C)OC(=O)N1CCC(=CC1)C1=C2CCNCC2=CC=C1